1-HEXYL-4,5-DIAMINOPYRAZOLE C(CCCCC)N1N=CC(=C1N)N